O1C(C1)COC1=CC=C(C=C1)C(C1=CC=C(C=C1)C(C1=CC=C(C=C1)OCC1OC1)C1=CC=C(C=C1)OCC1OC1)C1=CC=C(C=C1)OCC1OC1 1,4-bis(bis(4-(oxiran-2-ylmethoxy)phenyl)methyl)benzene